FC(CC1N(CCNC1)C(=O)OC(C)(C)C)F Tert-butyl 2-(2,2-difluoro-ethyl)-piperazine-1-carboxylate